[2-(CYCLOBUTOXYMETHYL)-5-FLUOROPHENYL]BORANEDIOL C1(CCC1)OCC1=C(C=C(C=C1)F)B(O)O